N-(1-(2-(dimethylamino)ethyl)-1H-pyrazol-4-yl)-4-(5-phenyl-4,5-dihydro-1H-pyrazol-1-yl)thieno[3,2-d]pyrimidin-2-amine CN(CCN1N=CC(=C1)NC=1N=C(C2=C(N1)C=CS2)N2N=CCC2C2=CC=CC=C2)C